1,2-epoxy-6-(2,3-epoxypropoxy)hexahydro-4,7-methanoindane C(C1CO1)OC1CC2C3CC4C(C3C1C2)O4